C1(=CC=CC=C1)S(=O)(=O)C=1C=CC(=C(C1)S(=O)(=O)NC1CCNCC1)C(F)(F)F 5-(benzenesulfonyl)-N-piperidin-4-yl-2-(trifluoromethyl)benzenesulfonamide